COC(=O)C1=CSC=2C1=NC(=C(C2C(F)(F)F)C)O[C@H]2C[C@H](NCC2)C 6-methyl-5-(((2R,4R)-2-methylpiperidin-4-yl)oxy)-7-(trifluoromethyl)thieno[3,2-b]pyridine-3-carboxylic acid methyl ester